C(C1=CC=CC=C1)OC(=O)N1C(CC[C@@H](C1)NC(=O)OC(C)(C)C)(C)C.S(=O)(=O)(C1=CC=C(C=C1)OC1=CC=C(N)C=C1)C1=CC=C(C=C1)OC1=CC=C(N)C=C1 4,4'-sulfonyl-bis[(4,1-phenylene)oxy]dianiline (S)-benzyl-5-((t-butoxycarbonyl)amino)-2,2-dimethylpiperidine-1-carboxylate